BrC1=C(NC2=C(C=CC=C2)[N+](=O)[O-])C(=CC(=C1)C(C)(C)C)Br 2,6-dibromo-4-(tert-butyl)-N-(2-nitrophenyl)aniline